[W](O)(O)(O)O.[Fe].[Ni] nickel-iron-tungsten hydroxide